tert-butyl ((S)-1-(((R)-1-acetylpyrrolidin-3-yl)amino)-5-(2-amino-1H-imidazol-1-yl)-1-oxopentan-2-yl)carbamate C(C)(=O)N1C[C@@H](CC1)NC([C@H](CCCN1C(=NC=C1)N)NC(OC(C)(C)C)=O)=O